tert-butyl (R)-(2-methoxy-1-(3-(trifluoromethoxy)phenyl)ethyl)carbamate COC[C@@H](C1=CC(=CC=C1)OC(F)(F)F)NC(OC(C)(C)C)=O